[Cl-].ONC(=N)C1=NON=C1NCCS(=O)(=O)C N-hydroxy-4-((2-(methylsulfonyl)ethyl)amino)-1,2,5-oxadiazole-3-carboxamidine chloride